ethyl 4-methyl-2-methylsulfonyloxy-pentanoate CC(CC(C(=O)OCC)OS(=O)(=O)C)C